2-(methylamino)adenine CNC1=NC(=C2NC=NC2=N1)N